CC(F)(Cl)Cl dichlorofluoroethane